CC1(COCOC1)C 4,4-dimethyl-2,6-dioxan